FC(C=1C=C(C=CC1F)C=1C=C2C(=NC1)C=NN2C[C@H]2CN(C(O2)=O)CC)F |r| (RS)-5-[[6-[3-(Difluoromethyl)-4-fluoro-phenyl]pyrazolo[4,3-b]pyridin-1-yl]methyl]-3-ethyl-oxazolidin-2-one